1-(2-bromothiazol-5-yl)-2,2,2-trifluoroethan-1-one BrC=1SC(=CN1)C(C(F)(F)F)=O